BrC1=CC(=C(C=C1Br)N1C2=CC=CC=C2C=2C=CC=CC12)N1C2=CC=CC=C2C=2C=CC=CC12 9,9'-(4,5-dibromo-1,2-phenylene)bis(9H-carbazole)